ethylidenebis(4-isobutyl-6-tert-butylphenol) C(C)(C1=C(C(=CC(=C1)CC(C)C)C(C)(C)C)O)C1=C(C(=CC(=C1)CC(C)C)C(C)(C)C)O